Methyl (E)-3-(4-((2-(2-ethylbenzoyl)-6-hydroxybenzo[b]thiophen-3-yl)oxy)phenyl)acrylate C(C)C1=C(C(=O)C2=C(C3=C(S2)C=C(C=C3)O)OC3=CC=C(C=C3)/C=C/C(=O)OC)C=CC=C1